(2S)-3-(4-aminophenyl-ethyl)-2-(1-(4-bromophenyl)-4-(4-fluorophenyl)-1H-pyrazol-3-yl)oxazolidin-4-one NC1=CC=C(C=C1)CCN1[C@@H](OCC1=O)C1=NN(C=C1C1=CC=C(C=C1)F)C1=CC=C(C=C1)Br